octaphenylplatinum C1(=CC=CC=C1)[Pt](C1=CC=CC=C1)(C1=CC=CC=C1)(C1=CC=CC=C1)(C1=CC=CC=C1)(C1=CC=CC=C1)(C1=CC=CC=C1)C1=CC=CC=C1